C(=O)(OC(C)(C)C)N[C@@H](CCOCC1=CC=CC=C1)C(=O)O Boc-O-benzyl-L-homoserine